NCCNCO[Si](C)(C)CC(C)C (aminoethylamino)-isobutyldi-methylmethoxysilane